C(C)(C)(C)OC(=O)N[C@H](C(=O)O)CCC1=CC=CC=C1 (2S)-2-(tert-butoxycarbonylamino)-4-phenyl-butanoic acid